C(C)(C)(C)C1CC12C(N(CC2)C(=O)OC2CCN(CC2)CC2=CC1=C(N=C(N=C1NC=1N=CN(C1)C1=CC(=C(C(=C1)OC)OC)OC)Cl)S2)O 1-((2-chloro-4-(1-(3,4,5-trimethoxyphenyl)-1H-imidazol-4-ylamino)thieno[2,3-d]pyrimidin-6-yl)methyl)piperidin-4-ol tert-butyl-4-hydroxy-5-azaspiro[2.4]heptane-5-carboxylate